1-(3-Amino-1-(4-((6-amino-9H-purin-9-yl)methyl)-6'-chloro-5'-fluoro-[2,2'-bipyridin]-5-yl)piperidin-3-yl)-2,2-difluoroethan-1-ol NC1(CN(CCC1)C=1C(=CC(=NC1)C1=NC(=C(C=C1)F)Cl)CN1C2=NC=NC(=C2N=C1)N)C(C(F)F)O